methyl cyanocyclobutaneacetate (methyl cyanocyclobutylideneacetate) CC1C(CC1)=C(C(=O)O)C#N.C(#N)C1(CCC1)CC(=O)OC